FC=1C=C(C=CC1F)[C@@H](CC)N1C[C@H](NCC1)C1=C(C=CC=C1)OC(C)C (R)-1-((R)-1-(3,4-difluorophenyl)propyl)-3-(2-isopropoxyphenyl)piperazine